[Ir+3].C1(=CC=CC=C1)C1=NC2=CC=CC=C2C=C1 (2-phenylquinoline) iridium (III)